2,3,4-trimethyl-pyrazine CC1=NC=CN(C1C)C